BrC1=NN(C=C1CC1=CC(=NO1)C1CCC1)C 5-((3-bromo-1-methyl-1H-pyrazol-4-yl)methyl)-3-cyclobutylisoxazole